8-[(1R)-1-[4-chloro-2-(4,4,5,5-tetramethyl-1,3,2-dioxaborolan-2-yl)anilino]ethyl]-2-(4,4-dimethyl-1-piperidyl)-3,6-dimethyl-chromen-4-one ClC1=CC(=C(N[C@H](C)C=2C=C(C=C3C(C(=C(OC23)N2CCC(CC2)(C)C)C)=O)C)C=C1)B1OC(C(O1)(C)C)(C)C